C[C@]1([C@H](C1)C)C(=O)N1CCC(CC1)=C ((1S,2S)-1,2-dimethylcyclopropyl)(4-methylenepiperidin-1-yl)methanone